ClC1=CC=C(C=C1)N1C(N(C(C1)=O)CC1=CC(=C(OC(C(=O)OCC)(C)C)C(=C1)C)C)=O Ethyl 2-(4-((3-(4-chlorophenyl)-2,5-dioxoimidazolin-1-yl) methyl)-2,6-dimethylphenoxy)-2-methylpropionate